ClC=1C=C(C=CC1)C(CO)NC(=O)NC=1C=NN(C1)C1=NC(=NC=C1)NC1CC1 1-(1-(3-chlorophenyl)-2-hydroxyethyl)-3-(1-(2-(cyclopropyl-amino)pyrimidin-4-yl)-1H-pyrazol-4-yl)urea